5-bromo-2-((3-fluorooxetan-3-yl)methoxy)pyrimidine BrC=1C=NC(=NC1)OCC1(COC1)F